COC(C1=CC=C(C=C1)[C@H]1O[C@H]([C@@H]([C@H]([C@@H]1O)OCC1=CC=CC=C1)N(CC1=CC=CC=C1)CC1=CC=CC=C1)OC)=O 4-((2r,3r,4r,5r,6r)-4-(benzyloxy)-5-(dibenzylamino)-3-hydroxy-6-methoxytetrahydro-2H-pyran-2-yl)benzoic acid methyl ester